C#CCC(C)C isohexyne